ClC=1C=C2C(=CC(=NC2=CC1)C(F)(F)F)N[C@@H]1C[C@@H](CCC1)NC(=O)C1=CN=C(N1C)OC N-((1R,3S)-3-((6-chloro-2-(trifluoromethyl)quinolin-4-yl)amino)cyclohexyl)-2-methoxy-1-methyl-1H-imidazole-5-carboxamide